ClC=1C(=NC=C(C1)C(F)(F)F)N1CCN(CC1)CC1=NC2=C(N1C)C=CC=C2 2-[[4-[3-chloro-5-(trifluoromethyl)pyridin-2-yl]piperazin-1-yl]methyl]-1-methyl-benzimidazole